N-[2-(benzylamino)-2-oxo-1-phenylethyl]-N-(1-methylindol-7-yl)prop-2-ynamide C(C1=CC=CC=C1)NC(C(C1=CC=CC=C1)N(C(C#C)=O)C=1C=CC=C2C=CN(C12)C)=O